6-Chloro-3-[(1R)-1-(3,6-dimethyl-4-oxo-2-pyrazolo[1,5-a]pyrazin-3-yl-chromen-8-yl)ethoxy]pyridine-2-carboxamide ClC1=CC=C(C(=N1)C(=O)N)O[C@H](C)C=1C=C(C=C2C(C(=C(OC12)C=1C=NN2C1C=NC=C2)C)=O)C